7-bromo-9-(4-chloro-2-fluoro-phenyl)-2-(difluoromethyl)-3-methyl-pyrido[1,2-a]pyrimidin-4-one BrC=1C=C(C=2N(C(C(=C(N2)C(F)F)C)=O)C1)C1=C(C=C(C=C1)Cl)F